BrC1=CC2=C(OCO2)C=C1 5-bromo-1,3-benzodioxolane